(S)-4-(cyclopropylethynyl)-4-(1,1-difluoroethyl)-7-((3-((dimethylamino)methyl)-1H-pyrazol-1-yl)methyl)-6-fluoro-3,4-dihydroquinazolin-2(1H)-one C1(CC1)C#C[C@@]1(NC(NC2=CC(=C(C=C12)F)CN1N=C(C=C1)CN(C)C)=O)C(C)(F)F